rel-(4as,7s,7as)-7-(benzyloxy)-octahydrocyclopenta[b][1,4]oxazine C(C1=CC=CC=C1)O[C@H]1CC[C@H]2[C@@H]1OCCN2 |o1:8,11,12|